FC=1C=C(C=2N(C1)C(=C(N2)C)C(C)=O)C=2C=1N(C(=NC2)NCC2=C(C=CC3=C2CCO3)F)C=NN1 1-(6-fluoro-8-(5-(((5-fluoro-2,3-dihydrobenzofuran-4-yl)methyl)amino)-[1,2,4]triazolo[4,3-c]pyrimidin-8-yl)-2-methylimidazo[1,2-a]pyridin-3-yl)ethan-1-one